FC(CN[C@H](CO)C(=C)C(F)F)F (2S)-2-[(2,2-difluoroethyl)amino]-3-(difluoromethyl)but-3-en-1-ol